{4,4'-di-tert-butyl-[1,1'-biphenyl]-2-yl}boronic acid C(C)(C)(C)C1=CC(=C(C=C1)C1=CC=C(C=C1)C(C)(C)C)B(O)O